bis-(3-ethyl-4-maleimidophenyl)methane C(C)C=1C=C(C=CC1N1C(C=CC1=O)=O)CC1=CC(=C(C=C1)N1C(C=CC1=O)=O)CC